5-methyl-4-((5-methyl-1H-pyrazol-3-yl)amino)-6-(piperazin-1-yl)pyrimidin CC=1C(=NC=NC1N1CCNCC1)NC1=NNC(=C1)C